methyl (R)-phenylsulfinylacetate C1(=CC=CC=C1)[S@](=O)CC(=O)OC